4-([(1S,2S)-4,6-dichloro-2-(piperazin-1-yl)-2,3-dihydro-1H-inden-1-yl]oxy)-3-fluorobenzene ClC1=C2C[C@@H]([C@H](C2=CC(=C1)Cl)OC1=C(C=CC=C1)F)N1CCNCC1